OOO.[Fe] iron (hydroxy) oxide